BrC=1C(=C2C(=NC1)NC(=N2)C2=CC=C(C=C2)N2CCN(CC2)CCCOC)NC2CC(N(C(C2)(C)C)C)(C)C 6-Bromo-2-{4-[4-(3-methoxypropyl)piperazin-1-yl]phenyl}-N-(1,2,2,6,6-pentamethylpiperidin-4-yl)-3H-imidazo[4,5-b]pyridin-7-amine